4-(3-Bromo-4-oxo-2-(trifluoromethyl)-4H-pyrido[1,2-a]pyrimidin-9-yl)-N-((8R)-tetrahydro-2H-pyran-3-yl)benzamid BrC1=C(N=C2N(C1=O)C=CC=C2C2=CC=C(C(=O)NC1COCCC1)C=C2)C(F)(F)F